N-[2-(dimethylamino)-2-oxoethyl]-3-({4-[({2-[methyl(methylsulfonyl)amino]pyridin-3-yl}methyl)amino]-5-(trifluoromethyl)pyrimidin-2-yl}amino)benzamide CN(C(CNC(C1=CC(=CC=C1)NC1=NC=C(C(=N1)NCC=1C(=NC=CC1)N(S(=O)(=O)C)C)C(F)(F)F)=O)=O)C